CC1=NC=CC(=C1)C1=CC=C(C=C1)CC(=O)NC1=CC=C(C=C1)C=1C=NC=CC1 4-(2-methyl-4-pyridinyl)-N-[4-(3-pyridinyl)phenyl]phenylacetamide